2-(2-aminoethyl)-N-(pyridazin-3-ylmethyl)-1,3-thiazole-4-carboxamide dihydrochloride Cl.Cl.NCCC=1SC=C(N1)C(=O)NCC=1N=NC=CC1